C(C)OC([C@H](CC(C)C)NC([C@H](CCC1=NC2=C(N1C1=CC=CC=C1)C=CC(=C2)N(CCCl)CCCl)N)=O)=O (2S)-2-[[(2S)-2-amino-4-[5-[bis(2-chloroethyl)amino]-1-phenyl-benzoimidazol-2-yl]butanoyl]amino]-4-methyl-pentanoic acid ethyl ester